CN1N=C(N=N1)N 2-Methyl-5-aminotetrazole